N-(3-(3,5-dichlorophenyl)-1H-pyrazol-4-yl)pyrazolo[1,5-a]pyrimidine-3-carboxamide ClC=1C=C(C=C(C1)Cl)C1=NNC=C1NC(=O)C=1C=NN2C1N=CC=C2